trichlorobutyl-tin ClC(CCC[Sn])(Cl)Cl